5,5-dimethyl-2,2-dimethyl-1,3-dioxane CC1(COC(OC1)(C)C)C